trans-4-[[3-[4-[2-(2-amino-3-pyridyl)-6-pyrazol-1-yl-benzimidazol-1-yl]phenyl]azetidin-1-yl]methyl]cyclohexanecarboxylic acid NC1=NC=CC=C1C1=NC2=C(N1C1=CC=C(C=C1)C1CN(C1)C[C@@H]1CC[C@H](CC1)C(=O)O)C=C(C=C2)N2N=CC=C2